C[Si](CCOCN1C=NC2=C1CN(C2)C(=O)N)(C)C ((2-(trimethylsilyl)ethoxy)methyl)-4,6-dihydropyrrolo[3,4-d]imidazole-5(1H)-carboxamide